[Si](C)(C)(C(C)(C)C)OC1=C2CC[C@@H](C2=CC=C1)O (S)-4-(tert-butyldimethylsilyloxy)-2,3-dihydro-1H-inden-1-ol